OC1CCN(CC1)C1=CC=C(C=C1)C(\C=C/C1=CC(=CC=C1)OC)=O (Z)-1-[4-(4-Hydroxypiperidin-1-yl)phenyl]-3-(3-methoxyphenyl)prop-2-en-1-one